1-(4-bromophenyl)cyclobutanecarboxylic acid BrC1=CC=C(C=C1)C1(CCC1)C(=O)O